1,4-bis(n-heptyloxycarbonyloxy)naphthalene C(CCCCCC)OC(=O)OC1=CC=C(C2=CC=CC=C12)OC(=O)OCCCCCCC